(+/-)-cis-N-(3-((2-(5-fluoro-1-tosyl-1H-pyrrolo[2,3-b]pyridin-3-yl)-6-phenylpyrimidin-4-yl)amino)cyclohexyl)-1H-1,2,3-triazole-4-carboxamide FC=1C=C2C(=NC1)N(C=C2C2=NC(=CC(=N2)N[C@H]2C[C@H](CCC2)NC(=O)C=2N=NNC2)C2=CC=CC=C2)S(=O)(=O)C2=CC=C(C)C=C2 |r|